C(CC)C(C(=O)O)C.C(CC)(=O)OCCC propyl propionate (n-Propyl propionate)